N-{4-[2-((2S)-2-methylpiperazinyl)-2-oxoethyl]phenyl}{[(4-chlorophenyl)methyl]amino}carboxamide C[C@@H]1N(CCNC1)C(CC1=CC=C(C=C1)NC(=O)NCC1=CC=C(C=C1)Cl)=O